2-((3-methylbenzyl)amino)acetamide CC=1C=C(CNCC(=O)N)C=CC1